2-(3-fluoropyridin-4-yl)-5-methyl-N4-(2-oxo-2,3-dihydro-1,3-benzoxazol-5-yl)-2,4-pyrimidinediamine FC=1C=NC=CC1C1(NC=C(C(=N1)NC=1C=CC2=C(NC(O2)=O)C1)C)N